C(C1=CC=CC=C1)NC1=C2N=CN(C2=NC=N1)[C@H]1[C@H](O)[C@@H](O)[C@H](O)[C@H](O1)CO 6-benzylamino-9-β-D-glucopyranosylpurine